ClC=1N=CC2=C(C=CC(=C2C1)C(C)C)OCCC1=CC=NN1C 3-chloro-5-isopropyl-8-(2-(1-methyl-1H-pyrazol-5-yl)ethoxy)isoquinoline